CC([C@@H](C(=O)N1[C@H](C[C@@H](C1)O)C(=O)NC)N1N=NC(=C1)C1=CC=C(C=C1)C(C(F)(F)F)O)(C)C (2R,4S)-1-[(2S)-3,3-dimethyl-2-[4-[4-(2,2,2-trifluoro-1-hydroxy-ethyl)phenyl]triazol-1-yl]butanoyl]-4-hydroxy-N-methyl-pyrrolidine-2-carboxamide